nonaoxaoctacosane-28-oic acid OOOOOOOOOCCCCCCCCCCCCCCCCCCC(=O)O